CC12C=CC(CC1)C2 1-methylbicyclo[2.2.1]hept-2-ene